rac-tert-butyl (4-hydroxy-2-(((6-methyl-1,2,4-triazin-3-yl)amino)methyl)butyl)carbamate OCC[C@@H](CNC(OC(C)(C)C)=O)CNC=1N=NC(=CN1)C |r|